OC1=CC=C(C=C1)C(=O)C=1C2=C(SC1C1=CC=C(C=C1)O)C=C(C=C2)O (4-hydroxyphenyl)(6-hydroxy-2-(4-hydroxyphenyl)benzo[b]thiophen-3-yl)methanone